(1-(5-(4-(methylsulfonyl)butan-2-yl)pyridin-2-yl)-1H-pyrazol-4-yl)-3H-imidazo[4,5-b]pyridine CS(=O)(=O)CCC(C)C=1C=CC(=NC1)N1N=CC(=C1)C1=NC=2C(=NC=CC2)N1